4-HYDROXYPHENYL-GLYOXAL OC1=CC=C(C=C1)C(=O)C=O